ethyl 4-(7-(1H-imidazol-1-yl)-6-nitro-2,3-dioxo-3,4-dihydroquinoxalin-1(2H)-yl)butanoate N1(C=NC=C1)C1=C(C=C2NC(C(N(C2=C1)CCCC(=O)OCC)=O)=O)[N+](=O)[O-]